N-(6-METHOXY-1-METHYL-1H-INDAZOL-7-YL)-1-(4-(2-METHOXYBUTAN-2-YL)PYRIDIN-2-YL)-1H-PYRAZOLE-4-SULFONAMIDE COC1=CC=C2C=NN(C2=C1NS(=O)(=O)C=1C=NN(C1)C1=NC=CC(=C1)C(C)(CC)OC)C